(3R*)-3-(7-{[(2R,5S)-2-ethyl-5-methyl-2,3-dihydropyrido[2,3-f][1,4]oxazepin-4(5H)-yl]methyl}-1-benzothien-5-yl)-3-(7-hydroxy-1,4-dimethyl-1H-benzotriazol-5-yl)propanoic acid C(C)[C@H]1OC2=C([C@@H](N(C1)CC1=CC(=CC=3C=CSC31)[C@@H](CC(=O)O)C3=C(C1=C(N(N=N1)C)C(=C3)O)C)C)N=CC=C2 |o1:19|